FC(C1=NN=C(O1)C=1C=C(C=C(C1)F)C=1N(C=CN1)CC1=NC(=CN=C1)OC)F 2-[(2-{3-[5-(difluoromethyl)-1,3,4-oxadiazol-2-yl]-5-fluorophenyl}-1H-imidazol-1-yl)methyl]-6-methoxypyrazine